OC1(CCN(CC1)[C@H]1CN(CC1)C(=O)OC(C)(C)C)C tert-Butyl (R)-3-(4-hydroxy-4-methylpiperidin-1-yl)pyrrolidine-1-carboxylate